C(C)(=O)NNC(=O)C=1C(=NC(=C(C1N1CC(CC1)C(=O)NCC1=CC(=C(C=C1)F)F)C#N)CC(C)C)CCC1=CC=C(C=C1)F 1-(3-(2-acetylhydrazine-1-carbonyl)-5-cyano-2-(4-fluorophenethyl)-6-isobutylpyridin-4-yl)-N-(3,4-difluorobenzyl)pyrrolidine-3-carboxamide